1,1,1-trimethylstannane C[SnH](C)C